[K].[Ba] Barium potassium